C(C)C(C(=O)O)(CCCC(=O)O)CC.C(CCCCC(=O)OCC)(=O)OCC diethyl adipate (diethyl adipate)